N=1C=CN2N=C(C=CC21)C2=CNC=1N=C(N=CC12)NC1CCC(CC1)OCCO 2-(((1r,4r)-4-((5-(imidazo[1,2-b]pyridazin-6-yl)-7H-pyrrolo[2,3-d]pyrimidin-2-yl)amino)cyclohexyl)oxy)ethan-1-ol